N-(4-((3-chloro-2-fluorophenyl)amino)-7-((7-methyl-7-azabicyclo[2.2.1]heptan-1-yl)ethynyl)quinazolin-6-yl)acrylamide ClC=1C(=C(C=CC1)NC1=NC=NC2=CC(=C(C=C12)NC(C=C)=O)C#CC12CCC(CC1)N2C)F